FC=1C=C(CN(C(OC(C)(C)C)=O)C)C=C(C1C=1N=CC2=C(N1)C(=NN2COCC[Si](C)(C)C)I)C tert-Butyl 3-fluoro-4-(3-iodo-1-((2-(trimethylsilyl)ethoxy)methyl)-1H-pyrazolo[4,3-d]pyrimidin-5-yl)-5-methylbenzyl(methyl)carbamate